FC1=C(C=C(C(=C1)C(NC1=C(C=CC=C1C)F)=O)O[C@H](C(F)(F)F)C)N1N=C(N(C1=O)C)C(=O)O 1-(2-fluoro-4-[(2-fluoro-6-methylphenyl)carbamoyl]-5-{[(2S)-1,1,1-trifluoropropan-2-yl]oxy}phenyl)-4-methyl-5-oxo-4,5-dihydro-1H-1,2,4-triazole-3-carboxylic acid